FC(CP(OCCC=C)([O-])=O)(F)F allylmethyl (2,2,2-trifluoroethyl)phosphonate